FC=1C=C(C=CC1OC1=NC=CC(=N1)C)C=1N=C(C2=C(N1)N1C(=C2)CN(CC1)C1CNCCC1)N (3-fluoro-4-((4-methylpyrimidin-2-yl)oxy)phenyl)-7-(piperidin-3-yl)-6,7,8,9-tetrahydropyrazino[1',2':1,5]pyrrolo[2,3-d]pyrimidin-4-amine